5-bromo-2-hydroxy-3-((phenethylimino)meth-yl)phenyl nicotinate C(C1=CN=CC=C1)(=O)OC1=C(C(=CC(=C1)Br)C=NCCC1=CC=CC=C1)O